C(C)(C)(CC)S tert-pentyl mercaptan